COC1(C=C(C(C(C1)(C)C)=O)C#N)C1=NC(=CC=C1)C=1C=NC=NC1 3-methoxy-5,5-dimethyl-6-oxo-3-(6-(pyrimidin-5-yl)pyridin-2-yl)cyclohex-1-ene-1-carbonitrile